3-bromo-2-(tert-butyl)-1-methyl-1H-indole BrC1=C(N(C2=CC=CC=C12)C)C(C)(C)C